1-isopropyl-3-(3,5-di(tert-butyl)phenyl)-5-methyl-pyrazole-4-ol C(C)(C)N1N=C(C(=C1C)O)C1=CC(=CC(=C1)C(C)(C)C)C(C)(C)C